P1C=CC=CC=C1 1H-phosphepine